3-(p-hydroxyphenyl)propionamide OC1=CC=C(C=C1)CCC(=O)N